4-(3-(2-hydroxyethyl)-2-(3-(methoxymethoxy)-2,6-dimethylpyridin-4-yl)-1H-indol-5-yl)piperidine-1-carboxylic acid tert-butyl ester C(C)(C)(C)OC(=O)N1CCC(CC1)C=1C=C2C(=C(NC2=CC1)C1=C(C(=NC(=C1)C)C)OCOC)CCO